2-(2,6-dioxopiperidin-3-yl)-1,3-dioxoisoquinoline O=C1NC(CCC1N1C(C2=CC=CC=C2CC1=O)=O)=O